CC=1C(=C(C(=O)O)C=CN1)NCC=1C(=NN(C1)C1=CC=CC=C1)C1=CC=CC=C1.COC(C1=C(C=NC=C1)NCC=1C(=NN(C1)C1=CC=CC=C1)C1=CC=CC=C1)=O (((1,3-diphenyl-1H-pyrazol-4-yl)methyl)amino)isonicotinic acid methyl ester (methyl 3-(((1,3-diphenyl-1H-pyrazol-4-yl) methyl) amino) isonicotinate)